methyl 4-amino-1-(1H-indazol-5-yl)-2-oxo-7-(trifluoromethyl)-1,2-dihydroquinoline-3-carboxylate NC1=C(C(N(C2=CC(=CC=C12)C(F)(F)F)C=1C=C2C=NNC2=CC1)=O)C(=O)OC